N1-(6-Chloropyridazin-3-yl)-N2,N2,2-trimethylpropane-1,2-diamine ClC1=CC=C(N=N1)NCC(C)(N(C)C)C